NC1CC2(CC(C2)C(=O)OC)C1 Methyl 6-aminospiro[3.3]heptan-2-carboxylate